(1-hydroxy-1,2-dihydronaphthalen-2-yl)-2-oxo-3-phenylindoline-1-carboxylic acid tert-butyl ester C(C)(C)(C)OC(=O)N1C(C(C2=CC=CC=C12)(C1=CC=CC=C1)C1C(C2=CC=CC=C2C=C1)O)=O